FC=1C=C(C=NC1)C=1OC2=C(C=C(C=C2C(C1C)=O)C(F)(F)F)[C@@H](C)NC=1C(=NC=CC1)C(=NO)N 3-[[(1R)-1-[2-(5-Fluoro-3-pyridyl)-3-methyl-4-oxo-6-(trifluoromethyl)chromen-8-yl]ethyl]amino]-N'-hydroxy-pyridine-2-carboxamidine